N[C@H]1CN(CCC1)C1=NC=NC=2C=C(CCC12)B(O)O (R)-(4-(3-aminopiperidin-1-yl)-5,6-dihydroquinazolin-7-yl)boronic acid